C(C1=C(C=C(C(=C1)OC)O)CCC)C1=C(C=C(C(=C1)OC)O)CCC 5,5'-methylenebis(4-n-propyl-guaiacol)